6-(2,4-difluorophenoxy)-2-((4-fluoro-2-methoxy-5-nitrophenyl)amino)-8-(1-methyl-1H-pyrazol-4-yl)pyrido[2,3-d]pyrimidin-7(8H)-one FC1=C(OC2=CC3=C(N=C(N=C3)NC3=C(C=C(C(=C3)[N+](=O)[O-])F)OC)N(C2=O)C=2C=NN(C2)C)C=CC(=C1)F